O=C1N(C(C=C1)=O)C(C(=O)O)C 2-(2,5-dioxo-2,5-dihydro-1H-pyrrol-1-yl)propanoic acid